C(C)OC(C(=O)NCCOC1=C(C=CC(=C1)C)C=1OC2=C(C=CC=C2C(C1)=O)Cl)=O 2-[2-[2-(8-chloro-4-oxo-chromen-2-yl)-5-methyl-phenoxy]ethylamino]-2-oxo-acetic acid ethyl ester